octahydronaphthalen-2(1H)-one C1C(CCC2CCCCC12)=O